ClC=1C=NN(C(C1Cl)=O)CC(=O)NC1=C(C(=NC=C1)S(N(C)C)(=O)=O)C 2-(4,5-dichloro-6-oxopyridazin-1(6H)-yl)-N-(2-(N,N-dimethylsulfamoyl)-3-methylpyridin-4-yl)acetamide